4-((5-(1-acryloylpiperidin-4-yl)-7H-pyrrolo[2,3-d]pyrimidin-4-yl)amino)-3-fluoro-N-(pyridin-2-yl)benzamide C(C=C)(=O)N1CCC(CC1)C1=CNC=2N=CN=C(C21)NC2=C(C=C(C(=O)NC1=NC=CC=C1)C=C2)F